O=C1NC(CCC1C1=CC=C(C=C1)[N-]CCCCCCCN[C@@H]1[C@@]2(CC[C@H](C1)C2(C)C)C)=O N-(4-(2,6-dioxopiperidin-3-yl)phenyl)-7-(((1R,2S,4R)-1,7,7-trimethylbicyclo[2.2.1]heptane-2-yl)amino)heptylamide